benzyl-DL-arginine-p-nitroanilide HCl Cl.[N+](=O)([O-])C1=CC=C(NC([C@@H](NCC2=CC=CC=C2)CCCNC(N)=N)=O)C=C1 |r|